OC1=C(C=CC(=C1)C1OC2=CC(=CC(=C2CC1OC)O)O)[O-] 2-hydroxy-4-(5,7-dihydroxy-3-methoxy-3,4-dihydro-2H-chromen-2-yl)phenolate